1-(2-Fluoro-3-(4,4,5,5-tetramethyl-1,3,2-dioxaborolan-2-yl)benzoyl)piperidine-2-carbonitrile FC1=C(C(=O)N2C(CCCC2)C#N)C=CC=C1B1OC(C(O1)(C)C)(C)C